tert-Butyl 3-sulfamoylpyrrolidine-1-carboxylate S(N)(=O)(=O)C1CN(CC1)C(=O)OC(C)(C)C